CO[Si](OC)(CCCNC(OCCOCCOCCOC(=O)NC(C)(C)C)=O)OC 2-((3,3-dimethoxy-8-oxo-2,9,12,15,18-pentaoxa-7-aza-3-silanonadecane-19-oyl)amino)-2-methylpropan